diphenyl(vinyl)sulfonium trifluoromethanesulfonate FC(S(=O)(=O)[O-])(F)F.C1(=CC=CC=C1)[S+](C=C)C1=CC=CC=C1